FC1=C(C=C2C(=NN(C(C2=C1)=O)C1=C(C=CC=C1)C)C(C)C)C1=NN(C(=N1)[C@@H](C)O)C |o1:27| (R*)-7-Fluoro-6-(5-(1-hydroxyethyl)-1-methyl-1H-1,2,4-triazol-3-yl)-4-isopropyl-2-(o-tolyl)phthalazin-1(2H)-one